COC1=CC=C(/C=C/CBr)C=C1 (E)-p-methoxycinnamyl bromide